CN(CCC(C(=O)N)=C)C 2-dimethylaminoethylacrylamide